FC=1C=C(C(=C2C=C(NC12)S(=O)(=O)C1(CCC1)C)B1OC(C(O1)(C)C)(C)C)C(F)(F)F 7-fluoro-2-((1-methylcyclobutyl)sulfonyl)-4-(4,4,5,5-tetramethyl-1,3,2-dioxaborolan-2-yl)-5-(trifluoromethyl)-1H-indole